methyl 2-benzyl-3-((4-(N-(tert-butyl)sulfamoyl) phenyl)amino)-3-oxopropanoate C(C1=CC=CC=C1)C(C(=O)OC)C(=O)NC1=CC=C(C=C1)S(NC(C)(C)C)(=O)=O